OCC1CCN(CC1)C1=NC(=NC(=C1)N1CCC(CC1)(O)C1=NN=NN1)NC=1SC(=C(N1)C)C(=O)OCC 2-[[4-[4-(Hydroxymethyl)-1-piperidinyl]-6-[4-[tetrazol-5-yl]-4-hydroxypiperidin-1-yl]2-pyrimidinyl]amino]-4-methyl-5-thiazolecarboxylic acid, ethyl ester